[(cyclopropylmethyl)sulfonyl]piperidin C1(CC1)CS(=O)(=O)N1CCCCC1